C(C)(C)C=1C=NC2=C(C(=CC=C2N1)OC)C(=O)N1CCCC2=CC=CC=C12 3-Isopropyl-7-methoxy-8-(1,2,3,4-tetrahydroquinoline-1-carbonyl)quinoxalin